BrC1=CC(=CNC1=O)C(=O)N(C)[C@H]1COCC=2NC(C=3C=C(C(=CC3C21)F)F)=O (R)-5-bromo-N-(8,9-difluoro-6-oxo-1,4,5,6-tetrahydro-2H-pyrano[3,4-c]isoquinolin-1-yl)-N-methyl-6-oxo-1,6-dihydropyridine-3-carboxamide